chloro-1,3,4-thiadiazole ClC=1SC=NN1